C(C)(C)(C)OC(C[C@H]1C[C@H](NC1)C(=O)OC)=O methyl (2S,4R)-4-(2-(tert-butoxy)-2-oxoethyl)pyrrolidine-2-carboxylate